N'-[(5-chloro-1-methyl-benzimidazol-2-yl)methyl]-N-methyl-acetohydrazide ClC1=CC2=C(N(C(=N2)CNN(C(C)=O)C)C)C=C1